C1(CC1)C1=CC(=NN1)NC1=CC2=C(C(=NO2)NS(=O)(=O)C2=C(C=C(C=C2OC)C(COC)OC)OC)C=C1OC N-{6-[(5-cyclopropyl-1H-pyrazol-3-yl)amino]-5-methoxy-1,2-benzoxazol-3-yl}-4-(1,2-dimethoxyethyl)-2,6-dimethoxybenzene-1-sulfonamide